C(CCCCCCCCCCC)(=O)OC[C@@H](OC(CCCCCCCCCCC)=O)COP(=O)(O)OC(C(=O)[O-])CO 1,2-Dilauroyl-sn-glycero-3-phosphoglycerate